COC(=O)C=1C=NC2=CC=C(C=C2C1)NC(=O)OC(C)(C)C.Cl.NC=1C=C2C=C(C=NC2=CC1)C(=O)NC1=CC=C(C=C1)C(N(CC)CC)=O 6-amino-N-(4-(diethylcarbamoyl)phenyl)quinoline-3-carboxamide HCl salt methyl-6-((tert-butoxycarbonyl)amino)quinoline-3-carboxylate